(N-aziridinyl) propionate C(CC)(=O)ON1CC1